3-[5-[3-bromo-5-(trifluoromethyl)-2-pyridinyl]-2-chloro-4-fluoro-phenyl]-5-methyl-4H-isoxazole-5-carboxylic acid ethyl ester C(C)OC(=O)C1(CC(=NO1)C1=C(C=C(C(=C1)C1=NC=C(C=C1Br)C(F)(F)F)F)Cl)C